tert-butyl-N-[2-[2-[2-[(2-bromoacetyl) amino]ethoxy]ethoxy]ethyl]carbamate C(C)(C)(C)OC(NCCOCCOCCNC(CBr)=O)=O